BrC=1C=C(C=CC1OC)C(C(=O)OC)(CC)C methyl 2-(3-bromo-4-methoxyphenyl)-2-methylbutanoate